NC1=C(C=CC=C1)S[C@@H](CC(=O)O[C@H]1C(C[C@H]2CO[C@@H]1O2)(CC2=CC=CC=C2)CC2=CC=CC=C2)C2=CC=CC=C2 (1S,4S,5R)-3,3-Dibenzyl-6,8-dioxabicyclo[3.2.1]octan-4-yl (S)-3-((2-aminophenyl)thio)-3-phenylpropanoate